2,3,6-Trimethoxybenzaldehyd COC1=C(C=O)C(=CC=C1OC)OC